CS(=O)(=O)C=1C=NC=C(C(=O)NCC2=NC=C3C=CC(=NC3=C2)C2=NC(=CC=C2)N2CCC(CC2)S(=O)(=O)C)C1 5-(methylsulfonyl)-N-((2-(6-(4-(methylsulfonyl)piperidin-1-yl)pyridin-2-yl)-1,6-naphthyridin-7-yl)methyl)nicotinamide